2-(heptadecyl)imidazole methyl-(1r,4r)-4-(6-(2,6-dioxopiperidin-3-yl)-1,2,3,4-tetrahydroisoquinoline-2-carbonyl)cyclohexane-1-carboxylate COC(=O)C1CCC(CC1)C(=O)N1CC2=CC=C(C=C2CC1)C1C(NC(CC1)=O)=O.C(CCCCCCCCCCCCCCCC)C=1NC=CN1